Trimethylsulfanesulfonate CS(S(=O)(=O)[O-])(C)C